CO[C@@H]1C[C@@H](N(C1)C(NC1=CC=C(C=C1)C(C)C)=O)C(=O)NC1=CC=C(C=C1)C1=CC=C(C=C1)C(=O)O 4'-{[(4R)-4-methoxy-1-{[4-(propan-2-yl)phenyl]carbamoyl}-D-prolyl]amino}[1,1'-biphenyl]-4-carboxylic acid